methyl (S)-2-(4-(((2-amino-4-oxo-3,4-dihydroquinazolin-6-yl)methyl)thio)benzamido)hex-5-ynoate NC1=NC2=CC=C(C=C2C(N1)=O)CSC1=CC=C(C(=O)N[C@H](C(=O)OC)CCC#C)C=C1